(1s,4s)-4-amino-1-methylcyclohexanol NC1CCC(CC1)(O)C